NC1=NC=C(C=C1)OC 2-amino-5-methoxypyridine